5-bromo-N-(3,3-difluorocyclohexyl)-3-(trifluoromethyl)pyridin-2-amine BrC=1C=C(C(=NC1)NC1CC(CCC1)(F)F)C(F)(F)F